3-((4-morpholino-6-((5-(5-phenyl-1,3,4-oxadiazol-2-yl)thiazol-2-yl)amino)pyrimidine-2-yl)amino)bicyclo[1.1.1]pentan-1-ol O1CCN(CC1)C1=NC(=NC(=C1)NC=1SC(=CN1)C=1OC(=NN1)C1=CC=CC=C1)NC12CC(C1)(C2)O